C(C1=CC=CC=C1)OC1=CC2=C([Se]C(=C2)C(=O)O)C=C1OC 5-(benzyloxy)-6-methoxybenzo[b]selenophene-2-carboxylic acid